4-((6-methoxy-3-methyl-1,2,3,4-tetrahydro-9H-pyrido[3,4-b]indol-9-yl)methyl)benzenesulfonamide tertbutyl-((1S,3R)-3-hydroxycyclohexyl)carbamate C(C)(C)(C)N(C(O)=O)[C@@H]1C[C@@H](CCC1)O.COC=1C=C2C3=C(N(C2=CC1)CC1=CC=C(C=C1)S(=O)(=O)N)CNC(C3)C